2,2,2-trifluoroethyl-1-N-methyl-5-oxopyrrolidine-3-carboxamide FC(CC1N(C(CC1C(=O)N)=O)C)(F)F